C1(=CC=CC=2C3=CC=CC=C3CC12)OC1=CC=CC=2C3=CC=CC=C3CC12 fluorenylether